NC1(C(CC[C@H](C1)CCB(O)O)CCN1CCCC1)C(=O)O (5R)-1-amino-5-(2-boronoethyl)-2-(2-(pyrrolidin-1-yl)ethyl)cyclohexanecarboxylic acid